N-((1R,3R)-3-(4-(4-(3-cyano-4-methoxypyrazolo[1,5-a]pyridin-6-yl)-1H-pyrazol-1-yl)piperidine-1-carbonyl)cyclopentyl)acryl-amide C(#N)C=1C=NN2C1C(=CC(=C2)C=2C=NN(C2)C2CCN(CC2)C(=O)[C@H]2C[C@@H](CC2)NC(C=C)=O)OC